N[C@H](C(=O)N[C@H](C(=O)OC(C)(C)C)CCC(C=[N+]=[N-])=O)CC1=CC=C(C=C1)C(F)(F)F tert-Butyl (S)-2-((S)-2-amino-3-(4-(trifluoromethyl)phenyl)propanamido)-6-diazo-5-oxohexanoate